N,N-dibutyl-N-(carboxymethyl)-1-butanaminium C(CCC)[N+](CCCC)(CC(=O)O)CCCC